C1(CC1)C=1C(=C2C(=NC1C(F)(F)F)CCC2)NC(=O)N=[S@@](=O)(N)C2=NN(C=C2F)C(C)C (S)-N'-((3-cyclopropyl-2-(trifluoromethyl)-6,7-dihydro-5H-cyclopenta[b]pyridin-4-yl)carbamoyl)-4-fluoro-1-isopropyl-1H-pyrazole-3-sulfonimidamide